CS(=O)(=O)CCC(C(=O)O)N The molecule is a methionine derivative in which the sulfur has been oxidised to the corresponding sulfone. It is a methionine derivative, a sulfone and a non-proteinogenic alpha-amino acid.